tert-butyl 4-((3-(2-methyl-2H-indazol-5-yl)-4-oxo-3,4-dihydroquinazolin-7-yl)amino)piperidine-1-carboxylate CN1N=C2C=CC(=CC2=C1)N1C=NC2=CC(=CC=C2C1=O)NC1CCN(CC1)C(=O)OC(C)(C)C